COC1=C(C=CC(=C1)CCOCOC)[N+](=O)[O-] 2-Methoxy-4-(2-(methoxymethoxy)ethyl)-1-nitrobenzene